spiro[imidazolidine-4,5'(6H)-quinoline]-2,5-dione N1=CC=CC=2C3(CC=CC12)NC(NC3=O)=O